COC1=NC=C(C(=C1)CC(=O)NC1=NNC(=C1)[C@@H]1C[C@@H](CC1)N(C(O)=O)C(C)(C)C)OC.C1(CC1)C(C)NC(=O)C1=CN=CO1 N-(1-cyclopropylethyl)oxazole-5-carboxamide (1R,3S)-3-(3-{[(2,5-dimethoxypyridin-4-yl)acetyl]amino}-1H-pyrazol-5-yl)cyclopentyl-tert-butylcarbamate